(2-(6-(3-ethyl-3-undecyl)-2-naphthyl)phenyl)dimethylsilane C(C)C(CC)(CCCCCCCC)C=1C=C2C=CC(=CC2=CC1)C1=C(C=CC=C1)[SiH](C)C